Methyl (5-acetyl-7-ethyl-6-oxo-5,6-dihydro-1,5-naphthyridin-3-yl)acetate C(C)(=O)N1C=2C=C(C=NC2C=C(C1=O)CC)CC(=O)OC